(4-(5-chloro-2-(2-chloro-4-fluorophenoxy)benzamido)-2-oxopyridin-1(2H)-yl)methyl dihydrogen phosphate P(=O)(OCN1C(C=C(C=C1)NC(C1=C(C=CC(=C1)Cl)OC1=C(C=C(C=C1)F)Cl)=O)=O)(O)O